dimethylphenylthioglycolic acid CSC(C(=O)O)(C1=CC=CC=C1)C